CC=1N=C(C(=NC1)CC)C DIMETHYLETHYLPYRAZIN